5-((1,4-dimethoxy-3-methylnaphthalen-2-yl)methyl)-2-(trifluoromethyl)pyrimidine COC1=C(C(=C(C2=CC=CC=C12)OC)C)CC=1C=NC(=NC1)C(F)(F)F